α-hydroxymethylbenzoinsulfonate OCC(C(C=1C(=CC=CC1)S(=O)(=O)[O-])=O)(O)C1=CC=CC=C1